5-(7-(6-(bis(4-methoxybenzyl)amino)-3-iodo-4-methylpyridin-2-yl)-6-chloro-2,8-difluoroquinazolin-4-yl)-2,5-diazabicyclo[2.2.1]heptane-2-carboxylic acid tert-butyl ester C(C)(C)(C)OC(=O)N1C2CN(C(C1)C2)C2=NC(=NC1=C(C(=C(C=C21)Cl)C2=NC(=CC(=C2I)C)N(CC2=CC=C(C=C2)OC)CC2=CC=C(C=C2)OC)F)F